C[Si](CCC1OC(OC1)=O)(C)C 4-(2-Trimethylsilylethyl)-1,3-Dioxolan-2-one